C(OC(C)(C)C)(O[C@@H]1[C@H](O[C@H]([C@H]1F)N1C2=NC(=NC(=C2N=C1)SC1CCCC1)Cl)CO[Si](C1=CC=CC=C1)(C1=CC=CC=C1)C(C)(C)C)=O tert-butyl ((2R,3R,4S,5R)-2-(((tert-butyldiphenylsilyl)oxy)methyl)-5-(2-chloro-6-(cyclopentylthio)-9H-purin-9-yl)-4-fluorotetrahydrofuran-3-yl) carbonate